C(C)(C)(C)OC(=O)N1CCC(=CC1)C1=NC=CC=C1OCC1=C(C=C(C=C1)Cl)Cl ((2,4-dichlorobenzyl)oxy)-3',6'-dihydro-[2,4'-bipyridine]-1'(2'H)-carboxylic acid tert-butyl ester